N1C=2N(CC1)C=C(N2)C2=CN=C1C=CC(=NC1=C2)C=2C(=NNC2)C2=NC(=C(C=C2)F)C 7-(2,3-dihydro-1H-imidazo[1,2-a]imidazol-6-yl)-2-[3-(5-fluoro-6-methyl-2-pyridyl)-1H-pyrazol-4-yl]-1,5-naphthyridine